1-[8-amino-6-(4-methyl-3-pyridyl)-2,7-naphthyridin-3-yl]-3-(1-methylpyrazol-4-yl)urea NC=1N=C(C=C2C=C(N=CC12)NC(=O)NC=1C=NN(C1)C)C=1C=NC=CC1C